ClC1=CC=C2C(=N1)C(=CN2)NC2=NC1=C(N2)C=CC(=C1)C N-(5-chloro-1H-pyrrolo[3,2-b]pyridin-3-yl)-5-methyl-1H-benzo[d]imidazol-2-amine